BrCCOC1=C(C=CC=C1)I 1-(2-bromoethoxy)-2-iodobenzene